N-{3-[(8aS)-10-Acryloyl-6-chloro-8,8a,9,10,11,12-hexahydropyrazino[2',1':3,4][1,4]oxazepino[5,6,7-de]quinazolin-5-yl]phenyl}acetamide C(C=C)(=O)N1C[C@H]2COC=3C4=C(N=CN=C4C=C(C3Cl)C=3C=C(C=CC3)NC(C)=O)N2CC1